P(OCCCC)(OCC(CCCC)CC)=O.[Nd] neodymium butyl (2-ethylhexyl) phosphonate